cyclohexanone-2,2-dimethyltrimethyleneketal hydrochloride Cl.CC1(COC2(CCCCC2)OC1)C